Ethyl 4-[4-methoxy-3-(3-methoxypropoxy)phenyl]-2,3-dimethyl-but-2-enoate COC1=C(C=C(C=C1)CC(=C(C(=O)OCC)C)C)OCCCOC